FC1=C(C=CC=C1)C(NC(CC)=O)([2H])[2H] N-((2-fluorophenyl)methyl-d2)propanamide